cyclopentyl morpholine-4-carboxylate N1(CCOCC1)C(=O)OC1CCCC1